5,7-dimethoxy-2-(p-bromophenyl)-flavanone COC1=C2C(CC(OC2=CC(=C1)OC)(C1=CC=CC=C1)C1=CC=C(C=C1)Br)=O